CP(=O)(C)C1=NC=C(C(=N1)OC)N 2-dimethylphosphoryl-4-methoxy-pyrimidin-5-amine